5-fluoro-8-(2-thienyl)pyrazino[2,3-D]Pyridazine FC1=C2C(=C(N=N1)C=1SC=CC1)N=CC=N2